C[S@@](=NC(OC(C)(C)C)=O)(C1=C2CCCNC2=CC=C1)=O tert-butyl N-[(S)-methyl(oxo)(1,2,3,4-tetrahydroquinolin-5-yl)-λ6-sulfanylidene]carbamate